NC=1C=C(C=C(C1)C(F)(F)F)[C@@H](C)NC1=NC(=NC2=CC(=C(C=C12)OCC1(COC1)COC)OC)C (R)-N-(1-(3-Amino-5-(trifluoromethyl)phenyl)ethyl)-7-methoxy-6-((3-(methoxymethyl)oxetan-3-yl)methoxy)-2-methylquinazolin-4-amine